OCCNC(C(C)NC(OC(C)(C)C)=O)=O Tert-butyl (1-((2-hydroxyethyl)amino)-1-oxopropan-2-yl)carbamate